C(C)C1=NN(C(N1C)=O)C1=CC(=C(C(=O)NC(CC)CC)C=C1F)OC(C)CC=C 4-(3-ethyl-4-methyl-5-oxo-4,5-dihydro-1H-1,2,4-triazol-1-yl)-5-fluoro-N-(pent-3-yl)-2-(pent-4-en-2-yloxy)benzamide